ClC=1C(=CC=C2N=CC(=NC12)C=1C=NN(C1)CC1CS(C1)(=O)=O)OC=1C=CC2=C(N(C(=N2)C)COCC[Si](C)(C)C)C1 3-((4-(8-Chloro-7-((2-methyl-1-((2-(trimethylsilyl)ethoxy)methyl)-1H-benzo[d]imidazol-6-yl)oxy)quinoxalin-2-yl)-1H-pyrazol-1-yl)methyl)thietane 1,1-dioxide